1-p-toluenesulfonyl-4-(4-(trifluoromethyl)phenyl)-1,2,3-triazole CC1=CC=C(C=C1)S(=O)(=O)N1N=NC(=C1)C1=CC=C(C=C1)C(F)(F)F